Ethyl (R)-6-methoxynaphthalene-2-sulfinate COC=1C=C2C=CC(=CC2=CC1)[S@](=O)OCC